C(C)(C)NC(O[C@H]1C[C@H](CC1)C=1NN=C(C1)N)=O (1R,3S)-3-(5-amino-2H-pyrazol-3-yl)cyclopentyl N-isopropyl-carbamate